BrC=1C(=NN(C1C(F)(F)F)CCCC)NC1=C(C(=CC=C1C)OC)C 4-bromo-1-butyl-N-(3-methoxy-2,6-dimethylphenyl)-5-(trifluoromethyl)-1H-pyrazol-3-amine